pyridine nitrogen [N].N1=CC=CC=C1